4-{3-[(4-ethynylthiophen-3-yloxy)methyl]benzyl}morpholine 4-(4-Oxobutyl)piperidine-1-carboxylate O=CCCCC1CCN(CC1)C(=O)O.C(#C)C=1C(=CSC1)OCC=1C=C(CN2CCOCC2)C=CC1